8-(1-propylpiperidin-3-yl)pyrido[2,3-d]pyrimidin-7(8H)-one C(CC)N1CC(CCC1)N1C(C=CC2=C1N=CN=C2)=O